7-((1-(oxazol-4-yl)ethyl)amino)-2H-pyrazolo[4,3-b]pyridin-5(4H)-one O1C=NC(=C1)C(C)NC=1C=2C(NC(C1)=O)=CNN2